O=C1NC(CCC1N1C(N(C2=C1C=CC=C2N2[C@@H]1CN(C[C@H]2CC1)C(=O)OC(C)(C)C)C)=O)=O Tert-butyl (1S,5R)-8-[1-(2,6-dioxo-3-piperidyl)-3-methyl-2-oxo-benzimidazol-4-yl]-3,8-diazabicyclo[3.2.1]octane-3-carboxylate